FC(C1=NN(C=C1C(=O)NC1=C2[C@@H](CC(C2=CC=C1)(C)C)C)C)F (R)-3-(difluoromethyl)-1-methyl-N-[1,1,3-trimethylindan-4-yl]pyrazol-4-carboxamide